4-[5-[3-[2-(4-tert-butoxy-4-oxo-butanoyl)-4-fluoro-6-methoxy-isoindolin-5-yl]oxypropoxy]-4-fluoro-6-methoxy-benzothiophen-2-yl]-4-oxo-butanoate C(C)(C)(C)OC(CCC(=O)N1CC2=CC(=C(C(=C2C1)F)OCCCOC=1C(=CC2=C(C=C(S2)C(CCC(=O)[O-])=O)C1F)OC)OC)=O